FC(OC1=NC=C(C(=O)NCC2=C(C=CC3=C2N(C=N3)C)CC)C=C1F)F 6-(difluoromethoxy)-N-((6-ethyl-1-methyl-1H-benzimidazol-7-yl)methyl)-5-fluoronicotinamide